2-(1-(4-amino-3-(4-methoxy-3-methylphenyl)-1H-pyrazolo[3,4-d]pyrimidin-1-yl)ethyl)-3-cyclopropyl-6-fluoroquinazolin-4(3H)-one NC1=C2C(=NC=N1)N(N=C2C2=CC(=C(C=C2)OC)C)C(C)C2=NC1=CC=C(C=C1C(N2C2CC2)=O)F